NC(C1=CC=CC=C1)C(=O)OC(C)C Isopropyl phenylglycinate